1-(Oxacyclohexan-2-yl)-5-(tetramethyl-1,3,2-dioxaborolan-2-yl)-1H-pyrazole O1C(CCCC1)N1N=CC=C1B1OC(C(O1)(C)C)(C)C